C(CCCCCCC)C(C(=O)OCCCCCC(CN(CCCCNC(CC(CC(NCCCCN(CC(CCCCCOC(C(CCCCCCCC)CCCCCCCC)=O)O)CC(CCCCOC(CCCCCCCCCC)=O)O)=O)(C)O)=O)CC(CCCOC(CCCCCCCCCCC)=O)O)O)CCCCCCCC 8-(5-(dodecanoyloxy)-2-hydroxypentyl)-6,16,26-trihydroxy-24-(2-hydroxy-6-(undecanoyloxy) hexyl)-16-methyl-14,18-dioxo-8,13,19,24-tetraazahentriacontane-1,31-diyl bis(2-octyldecanoate)